ClC1=CC=NC2=CC(=CC=C12)O 4-Chloroquinolin-7-ol